butyl {(3S)-1-[5-(6-bromopyridin-2-yl)-1,3,4-oxadiazol-2-yl]pentan-3-yl}carbamate BrC1=CC=CC(=N1)C1=NN=C(O1)CC[C@H](CC)NC(OCCCC)=O